(S)-2-((1-methyl-3-(oxetan-3-yloxy)-1H-pyrazol-4-yl)amino)-7-(tetrahydrofuran-3-yl)-7H-pyrrolo[2,3-d]pyrimidine-6-carbonitrile CN1N=C(C(=C1)NC=1N=CC2=C(N1)N(C(=C2)C#N)[C@@H]2COCC2)OC2COC2